(5S)-N-(2,4-dichlorobenzyl)-5-fluoro-8-(methylsulfonyl)-5,6,7,8-tetrahydroquinoline-5-carboxamide ClC1=C(CNC(=O)[C@]2(C=3C=CC=NC3C(CC2)S(=O)(=O)C)F)C=CC(=C1)Cl